2,2,2-trichloroethyl Chloroformate ClC(=O)OCC(Cl)(Cl)Cl